N-benzyl-alpha-(2-naphthyl)nitrone methyl-1-(N-(5-chlorothiazol-2-yl)-N-(2,4-dimethoxybenzyl)sulfonylamino)-1H-indazole-4-carboxylate COC(=O)C=1C=2C=NN(C2C=CC1)N(S(=O)(=O)CC1=C(C=C(C=C1)OC)OC)C=1SC(=CN1)Cl.C(C1=CC=CC=C1)[N+](=CC1=CC2=CC=CC=C2C=C1)[O-]